isopropyl ((R)-((R)-1-((2S,3S,5R)-5-(5-fluoro-2,4-dioxo-3,4-dihydropyrimidin-1(2H)-yl)-3-hydroxytetrahydrofuran-2-yl)-2-hydroxyethoxy)(naphthalen-1-yloxy)phosphoryl)-L-alaninate FC=1C(NC(N(C1)[C@H]1C[C@@H]([C@H](O1)[C@@H](CO)O[P@@](=O)(OC1=CC=CC2=CC=CC=C12)N[C@@H](C)C(=O)OC(C)C)O)=O)=O